n-triacontane-d62 C(C(C(C(C(C(C(C(C(C(C(C(C(C(C(C(C(C(C(C(C(C(C(C(C(C(C(C(C(C([2H])([2H])[2H])([2H])[2H])([2H])[2H])([2H])[2H])([2H])[2H])([2H])[2H])([2H])[2H])([2H])[2H])([2H])[2H])([2H])[2H])([2H])[2H])([2H])[2H])([2H])[2H])([2H])[2H])([2H])[2H])([2H])[2H])([2H])[2H])([2H])[2H])([2H])[2H])([2H])[2H])([2H])[2H])([2H])[2H])([2H])[2H])([2H])[2H])([2H])[2H])([2H])[2H])([2H])[2H])([2H])[2H])([2H])[2H])([2H])([2H])[2H]